C(C)(=O)OCC(CCOC(C)=O)C=O 2-formyl-1,4-butanediol diacetate